7-methyl-5-(1-methyl-1H-pyrazol-3-yl)-3-(pyridin-4-yl)thieno[3,2-b]pyridine CC1=C2C(=NC(=C1)C1=NN(C=C1)C)C(=CS2)C2=CC=NC=C2